2-(4-(4-chloro-2-oxopyridin-1(2H)-yl)phenyl)-N-ethyl-5-(trifluoromethyl)-2H-1,2,3-triazole-4-carboxamide ClC1=CC(N(C=C1)C1=CC=C(C=C1)N1N=C(C(=N1)C(=O)NCC)C(F)(F)F)=O